FC=1C(=NC=C(C1)F)\C=C\C1=CC(=C(C=C1)C(C)C)OC (E)-3,5-difluoro-2-(4-isopropyl-3-methoxyphenylvinyl)pyridine